(R)-N'-((1,2,3,5,6,7-hexahydro-s-indacen-4-yl)carbamoyl)-2-methyl-1,2,3,4-tetrahydroisoquinoline-6-sulfonimidamide C1CCC2=C(C=3CCCC3C=C12)NC(=O)N=[S@](=O)(N)C=1C=C2CCN(CC2=CC1)C